C(C)N1/C(/S\C(\C1=O)=C\1/C(NC2=CC=C(C=C12)C)=O)=N/C1=CC=C(C=C1)S(=O)(=O)N 4-(((Z)-3-ethyl-5-((Z)-5-methyl-2-oxoindoline-3-ylidene)-4-oxothiazolidin-2-ylidene)amino)benzenesulfonamide